N4-(6,6-dimethyl-5-{[(2S)-2,4,5,5-tetramethylpiperazin-1-yl]carbonyl}-1,4,5,6-tetrahydropyrrolo[3,4-c]pyrazol-3-yl)-5-fluoro-N2,N2-dimethylpyrimidine-2,4-diamine CC1(N(CC2=C1NN=C2NC2=NC(=NC=C2F)N(C)C)C(=O)N2[C@H](CN(C(C2)(C)C)C)C)C